CN1N=CC=2C1=NC(=CC2N2CC1=C(CC2)N(N=C1C)CC12CCC(CC1)(CC2)NCC(=O)N(C)C)C 2-((4-((5-(1,6-dimethyl-1H-pyrazolo[3,4-b]pyridin-4-yl)-3-methyl-4,5,6,7-tetrahydro-1H-pyrazolo[4,3-c]pyridin-1-yl)methyl)bicyclo[2.2.2]octan-1-yl)amino)-N,N-dimethylacetamide